N-(1-cyclobutyl-3-methyl-1H-pyrazol-4-yl)-2-(1-methyl-1H-pyrazol-4-yl)-1,3-thiazole C1(CCC1)N1N=C(C(=C1)N1C(SC=C1)C=1C=NN(C1)C)C